6-chloro-1-(cyclopentylmethyl)-N-(1-(3,4,5-trimethoxyphenyl)-1H-imidazole-4-yl)-1H-pyrazolo[3,4-d]Pyrimidine-4-amine ClC1=NC(=C2C(=N1)N(N=C2)CC2CCCC2)NC=2N=CN(C2)C2=CC(=C(C(=C2)OC)OC)OC